COC(C(C)N(C(C(F)(F)F)=O)C)OC N-(1,1-dimethoxypropane-2-yl)-2,2,2-trifluoro-N-methylacetamide